FC=1C=C(C=CC1OC)S(/C=C/CNC(=O)C=1C(NC=2CCCCC2C1)=O)(=O)=NC([2H])([2H])[2H] N-[(2E)-3-[(3-fluoro-4-methoxyphenyl)[(2H3)methylimino]oxo-λ6-sulfanyl]prop-2-en-1-yl]-2-oxo-1,2,5,6,7,8-hexahydroquinoline-3-carboxamide